C(#N)CCOP([O-])N(C(C)C)C(C)C 2-cyanoethyl-(N,N-diisopropyl)-phosphoramidite